N-[(2S,3R)-3-(3-methyl-2-oxo-1,2-dihydropyridin-1-yl)-4-{[(CIS)-4-phenylcyclohexyl]oxy}butan-2-yl]methanesulfonamide CC=1C(N(C=CC1)[C@H]([C@H](C)NS(=O)(=O)C)CO[C@@H]1CC[C@@H](CC1)C1=CC=CC=C1)=O